F[Sb-](F)(F)(F)(F)F.CC(=CCC1CCCC2[SH+]C3=CC=CC=C3SC12)C 1-(3-methylbut-2-enyl)tetrahydro-1H-thianthrenium hexafluoroantimonate